C1(CC1)C(=O)N1CC(C1)(O)C1=CC=C(C=C1)N1CC=2C(=NC=CC2C1=O)C1=C(C=CC=C1)OCC(F)(F)F 2-{4-[1-(cyclopropanecarbonyl)-3-hydroxyazetidin-3-yl]phenyl}-4-[2-(2,2,2-trifluoroethoxy)phenyl]-2,3-dihydro-1H-pyrrolo[3,4-c]pyridin-1-one